6-Methyl-3-(4-(7-oxa-2-azaspiro[3.5]non-2-ylmethyl)phenyl)-1-tosyl-1H-pyrrolo[2,3-c]pyridin-7(6H)-one CN1C(C2=C(C=C1)C(=CN2S(=O)(=O)C2=CC=C(C)C=C2)C2=CC=C(C=C2)CN2CC1(C2)CCOCC1)=O